C(#N)C=1C(=NC(=C(C(=O)N)C1C=1SC(=CC1)C(NCC1=CC(=C(C=C1)F)F)=O)CC(C)C)CCC1=CC=C(C=C1)F 5-cyano-4-(5-((3,4-difluorobenzyl)carbamoyl)thiophen-2-yl)-6-(4-fluorophenethyl)-2-isobutylnicotinamide